OCCOC(C(=C)C)=O.C1(\C=C/C(=O)O1)=O.[Na] sodium maleic anhydride mono-hydroxyethyl-methacrylate